C(C)OC=1C=C(OC2=C(C=CC=C2)C(C(=O)[O-])=COC)C=CC1 2-[2-(3-ethoxyphenoxy) phenyl]-3-methoxyacrylate